octaethylene glycol perfluoroethyl ether FC(C(F)(F)F)(F)OCCOCCOCCOCCOCCOCCOCCOCCO